4-(4-methyl-1H-1,2,3-triazol-1-yl)benzaldehyde CC=1N=NN(C1)C1=CC=C(C=O)C=C1